(Z)-S-(2-(N-((4-amino-2-methylpyrimidin-5-yl)methyl)formamido)-5-(phosphonooxy)pent-2-en-3-yl)3-ethoxybenzothioate NC1=NC(=NC=C1CN(C=O)C(C)=C(CCOP(=O)(O)O)\S=C(\C1=CC(=CC=C1)OCC)/[O-])C